(14S,17S)-6-amino-15-[1-(2,4-difluorophenyl)pyrazolo[3,4-d]pyrimidin-4-yl]-12-methyl-18-oxa-8,12,15,20,23-pentazatetracyclo[17.3.1.114,17.02,7]tetracosa-1(23),2,4,6,19,21-hexaen-13-one NC=1C=CC=C2C=3C=CN=C(O[C@@H]4CN([C@H](C(N(CCCNC12)C)=O)C4)C4=C1C(=NC=N4)N(N=C1)C1=C(C=C(C=C1)F)F)N3